(E)-4-(3-benzylidene-2,5-dioxopyrrolidinyl)-N-hydroxyoctanoyl-amide C(/C1=CC=CC=C1)=C/1\C(N(C(C1)=O)C(CCC(=O)[NH-])CCCCO)=O